C1(=CC=CC=C1)[I+]C1=CC=CC2=CC=CC=C12 phenyl-naphthyl-iodonium